Methyl 3-amino-4-chloro-5-methylbenzoate NC=1C=C(C(=O)OC)C=C(C1Cl)C